C1(CC1)N1C(=NC2=C1C=C(C(=C2)NC=2SC(=NN2)C2=CC(=CC=C2)C(F)(F)F)F)C2=CC(=C(C=C2)Cl)C(F)(F)F N-(1-cyclopropyl-6-fluoro-2-(3-trifluoromethyl-4-chlorophenyl)-5-benzimidazolyl)-5-(3-trifluoromethylphenyl)-1,3,4-thiadiazol-2-amine